C(C)OC=1C(=CN(C(C1)=O)C)C=1C=NN(C1)C1=C(C(=O)N)C=CC=C1 2-(4-(4-ethoxy-1-methyl-6-oxo-1,6-dihydropyridin-3-yl)-1H-pyrazol-1-yl)benzamide